(4-(3-cyano-6-(1-(tetrahydro-2H-pyran-4-yl)-1H-pyrazol-4-yl)pyrazolo[1,5-a]pyridin-4-yl)phenyl)acrylamide C(#N)C=1C=NN2C1C(=CC(=C2)C=2C=NN(C2)C2CCOCC2)C2=CC=C(C=C2)C(C(=O)N)=C